3-phenylbenzo[f]quinoline C1(=CC=CC=C1)C1=NC=2C=CC3=C(C2C=C1)C=CC=C3